FC=1C=C(C(=O)NCC=2C=NN3N=C(C=CC32)C)C=CC1OC(F)(F)F 3-fluoro-N-((6-methylpyrazolo[1,5-b]pyridazin-3-yl)methyl)-4-(trifluoromethoxy)benzamide